3-bromo-1-(3-chloropyridine-2-yl)-4,5-dihydro-1H-pyrazole-5-carboxylic acid ethyl ester C(C)OC(=O)C1CC(=NN1C1=NC=CC=C1Cl)Br